6'-(sulfooxy)-2',3'-dihydrospiro[cyclohexane-1,1'-indene]-4-carboxylic acid S(=O)(=O)(O)OC1=CC=C2CCC3(C2=C1)CCC(CC3)C(=O)O